CC(C)C(CC(C)=O)=O 2-methylhexane-3,5-dione